Methyl 3-((3-fluorophenyl)carbamoyl)-5-oxo-1-thioxo-4,5-dihydro-1H-thiazolo[3,4-a]quinazoline-8-carboxylate FC=1C=C(C=CC1)NC(=O)C=1SC(N2C1NC(C1=CC=C(C=C21)C(=O)OC)=O)=S